5-chloro-4-((3aR,6aS)-3a,6a-dimethylhexahydropyrrolo[3,4-c]pyrrole-2(1H)-yl)-N-(1H-pyrazol-4-yl)pyrimidine-2-amine ClC=1C(=NC(=NC1)NC=1C=NNC1)N1C[C@@]2(CNC[C@@]2(C1)C)C